ClC1=C2C(=CN=C1Cl)NC(=C2)C(=O)O 4,5-dichloro-1H-pyrrolo[2,3-c]pyridine-2-carboxylic acid